C1C(CC2=CC=CC=C12)NC(=O)C=1SC=C2C1N=C(NC2=O)C2=CC=NC=C2 N-(2,3-dihydro-1H-inden-2-yl)-4-oxo-2-(pyridin-4-yl)-3,4-dihydrothieno[3,4-d]pyrimidine-7-carboxamide